NC=1N=C(C2=C(N1)OC(=C2C(=O)O)C2=CC=C(C=C2)OC)N 2,4-diamino-6-(4-methoxyphenyl)furo[2,3-d]pyrimidine-5-carboxylic acid